OC1=C(C=CC=C1)S(=O)(=O)[O-] 2-hydroxybenzenesulfonate